COC1=C(C2=CC(=CC=C2C=C1)B1OC(C(O1)(C)C)(C)C)N 2-methoxy-7-(4,4,5,5-tetramethyl-1,3,2-dioxaborolan-2-yl)naphthalen-1-amine